7-(2-methyl-5-(2-(trifluoromethyl)isonicotinamido)phenyl)-4-oxospiro[chromane-2,4'-piperidine]-1'-carboxylic acid tert-butyl ester C(C)(C)(C)OC(=O)N1CCC2(CC1)OC1=CC(=CC=C1C(C2)=O)C2=C(C=CC(=C2)NC(C2=CC(=NC=C2)C(F)(F)F)=O)C